C(C)(C)(C)OC(=O)N[C@@H](C)C1=NC(=NN1C=1SC(=CN1)C(=O)OCC)CC Ethyl 2-[5-[(1S)-1-(tert-butoxycarbonylamino)ethyl]-3-ethyl-1,2,4-triazol-1-yl]thiazole-5-carboxylate